N1(CCCC1)C1=NC=C(C(=O)O)C=C1 6-(pyrrolidine-1-yl)nicotinic acid